ethyl 1-(3-cyano-1-cyclopropyl-1H-indazol-5-yl)-1H-pyrazole-4-carboxylate C(#N)C1=NN(C2=CC=C(C=C12)N1N=CC(=C1)C(=O)OCC)C1CC1